N1C(=CC=2C=NC=CC21)CNC(=O)[C@H]2N(CC1(OCCO1)C2)C(CNC(=O)C=2OC(=CC2)OC2=CC(=C(C=C2)Cl)Cl)=O (S)-N-((1H-pyrrolo[3,2-c]pyridin-2-yl)methyl)-7-((5-(3,4-dichlorophenoxy)furan-2-carbonyl)glycyl)-1,4-dioxa-7-azaspiro[4.4]nonane-8-carboxamide